(1r,4r,7r)-2-azabicyclo[2.2.1]heptan-7-amine [C@@H]12NC[C@@H](CC1)[C@H]2N